2-(((tert-butyldimethylsilyl)oxy)methyl)butan-1-ol [Si](C)(C)(C(C)(C)C)OCC(CO)CC